[1-(2-aminopyridin-3-yl)-3,3-difluoropropyl]aminoethanol NC1=NC=CC=C1C(CC(F)F)NC(C)O